BrCC1=CC=C(C=C1)C1=C(C=CC=C1)C1=NN=NN1C(C1=CC=CC=C1)(C1=CC=CC=C1)C1=CC=CC=C1 5-(4'-(bromomethyl)-[1,1'-biphenyl]-2-yl)-1-trityl-1H-tetrazole